FC1=CC(=C(C=C1C=1C=NC(=NC1)N1CCOCC1)NC(=O)C=1SC=C(N1)C)N1C[C@H](N(CC1)C)C |r| N-[4-fluoro-5-(2-morpholin-4-ylpyrimidin-5-yl)-2-[rac-(3R)-3,4-dimethylpiperazin-1-yl]phenyl]-4-methyl-1,3-thiazole-2-carboxamide